C(C)(C)(C)OC(=O)N1CC(C(CC1)(F)F)C1=CC(=[N+](C=C1)[O-])CNC(=O)OCC[Si](C)(C)C 4-(1-(tert-butoxycarbonyl)-4,4-difluoropiperidin-3-yl)-2-((((2-(trimethylsilyl)ethoxy)carbonyl)amino)methyl)pyridine 1-oxide